C(C1=CC=CC=C1)N1C[C@@]2(C[C@@]2(C1)C(F)(F)F)C=1OC(=NN1)C1CCN(CC1)C 2-((1S,5R)-3-benzyl-5-(trifluoromethyl)-3-azabicyclo[3.1.0]hexan-1-yl)-5-(1-methylpiperidine-4-yl)-1,3,4-oxadiazole